4-((2R,5S)-5-((4-(Hydroxymethyl)phenoxy)methyl)-2-(trifluoromethyl)oxazolidin-3-yl)-2-(trifluoromethyl)benzonitril OCC1=CC=C(OC[C@@H]2CN([C@H](O2)C(F)(F)F)C2=CC(=C(C#N)C=C2)C(F)(F)F)C=C1